Cl.NC1[C@H]2CCN(CC[C@@H]12)C(=O)OCC1=CC=CC=C1 benzyl (1R,7S,8r)-8-amino-4-azabicyclo[5.1.0]octane-4-carboxylate, hydrochloride